sodium 2,2'-octylidene-bis(4,6-dimethylphenyl) phosphate P1(=O)(OC2=C(C=C(C=C2C)C)C(CCCCCCC)C2=C(C(=CC(=C2)C)C)O1)[O-].[Na+]